BrC1=CC=C(C=C1)C=1N=C2N(C=CC=N2)C1CN1CC2CCC(C1)N2C(=O)C2=NC(=CC=C2F)OC (3-{[2-(4-bromophenyl)imidazo[1,2-a]pyrimidin-3-yl]methyl}-3,8-diazabicyclo[3.2.1]oct-8-yl)(3-fluoro-6-methoxypyridin-2-yl)methanone